C1CC12CN(CC2)CC2=CC(=C1CN(C(C1=C2)=O)C2=NC(=CC(=C2)C=2C=C(C#N)C=CC2C2=NN=CN2C)NCCC#N)C(F)(F)F 3-[2-(6-{5-azaspiro[2.4]heptan-5-ylmethyl}-1-oxo-4-(trifluoromethyl)-3H-isoindol-2-yl)-6-[(2-cyanoethyl)amino]pyridin-4-yl]-4-(4-methyl-1,2,4-triazol-3-yl)benzonitrile